FC1=C(N=CC2=C1N=C(N=C2N2C[C@H]1CC[C@@H](C2)N1C(=O)OC(C)(C)C)OCC12CCCN2CCC1)C1=C(C(=CC=C1)C)C(C)C (1R,5S)-tert-butyl 3-(8-fluoro-2-((hexahydro-1H-pyrrolizin-7a-yl)methoxy)-7-(2-isopropyl-3-methylphenyl)pyrido[4,3-d]pyrimidin-4-yl)-3,8-diazabicyclo[3.2.1]octane-8-carboxylate